(S)-N-(4-fluorophenyl)-2-(3-(3-(naphthalen-1-yl)ureido)bicyclo[1.1.1]pentan-1-yl)propanamide FC1=CC=C(C=C1)NC([C@@H](C)C12CC(C1)(C2)NC(=O)NC2=CC=CC1=CC=CC=C21)=O